6-(3,5-difluorophenyl)-1-[(3-methyl-2-pyridyl)methyl]-3H-imidazo[4,5-b]pyridin-2-one FC=1C=C(C=C(C1)F)C=1C=C2C(=NC1)NC(N2CC2=NC=CC=C2C)=O